ClC=1C=C(C#N)C=C(C1)C=O 3-chloro-5-formylbenzonitrile